BrCC(=O)N1C[C@H](CC1)C(=O)N(C)[C@H](C(=O)OC(C)(C)C)C(C)C tert-butyl (2S)-2-[1-[(3S)-1-(2-bromoacetyl) pyrrolidin-3-yl]-N-methylformamido]-3-methylbutanoate